BrC1=CC=C(C=N1)CN1C(N(C=2N=CN(C2C1=O)C)C)=O 1-((6-Bromopyridin-3-yl)methyl)-3,7-dimethyl-1H-purine-2,6(3H,7H)-dione